[Si](C1=CC=CC=C1)(C1=CC=CC=C1)(C(C)(C)C)OCCC1=NC(=CC=C1S(=O)(=O)Cl)Cl 2-(2-((tert-butyldiphenylsilyl)oxy)ethyl)-6-chloropyridine-3-sulfonyl chloride